tert-butyl (3-((2-((1-methyl-1H-pyrazol-4-yl)amino)-5-((N-phenylacetamido)methyl)pyrimidin-4-yl)amino)phenyl)carbamate CN1N=CC(=C1)NC1=NC=C(C(=N1)NC=1C=C(C=CC1)NC(OC(C)(C)C)=O)CN(C(C)=O)C1=CC=CC=C1